Monochlorodisilan rhenium-tungsten molybdenum [Mo].[W].[Re].Cl[SiH2][SiH3]